tert-butyl (3S)-3-[[5-chloro-4-[7-(1,1-dioxo-1,4-thiazinan-4-yl)-1H-indol-3-yl]pyrimidin-2-yl]amino]piperidine-1-carboxylate ClC=1C(=NC(=NC1)N[C@@H]1CN(CCC1)C(=O)OC(C)(C)C)C1=CNC2=C(C=CC=C12)N1CCS(CC1)(=O)=O